tris-(hydroxypropyl)-amine OCCCN(CCCO)CCCO